tert-butyl (tert-butoxycarbonyl)(7-(pyridin-4-yl)-5-(4,4,5,5-tetramethyl-1,3,2-dioxaborolan-2-yl)-7H-pyrrolo[2,3-d]pyrimidin-4-yl)carbamate C(C)(C)(C)OC(=O)N(C(OC(C)(C)C)=O)C=1C2=C(N=CN1)N(C=C2B2OC(C(O2)(C)C)(C)C)C2=CC=NC=C2